2-(6-{5-chloro-2-[(oxacyclohex-4-yl)amino]pyrimidin-4-yl}-1-oxo-2,3-dihydro-1H-isoindol-2-yl)-N-[(1R)-1,2,3,4-tetrahydronaphthalen-1-yl]acetamide ClC=1C(=NC(=NC1)NC1CCOCC1)C1=CC=C2CN(C(C2=C1)=O)CC(=O)N[C@@H]1CCCC2=CC=CC=C12